methyl (2S)-2-(1-adamantyl)-2-[[1-[[4-(trifluoromethyl)phenyl]methoxy]-naphthalene-2-carbonyl]amino]acetate C12(CC3CC(CC(C1)C3)C2)[C@@H](C(=O)OC)NC(=O)C2=C(C3=CC=CC=C3C=C2)OCC2=CC=C(C=C2)C(F)(F)F